COC1=CC=C(CN2N=C(C(=C2C)C2=CC=C(N)C=C2)C)C=C1 4-(1-(4-methoxybenzyl)-3,5-dimethyl-1H-pyrazol-4-yl)aniline